(S)-1-(3-(3-fluoro-2-methylpyridin-4-yl)imidazo[1,5-a]pyrazin-8-yl)-4'H,6'H-spiro[piperidine-4,5'-pyrrolo[1,2-b]pyrazol]-4'-amine (trifluoroacetate) FC(C(=O)O)(F)F.FC=1C(=NC=CC1C1=NC=C2N1C=CN=C2N2CCC1([C@@H](C=3N(N=CC3)C1)N)CC2)C